OC=1C=CC(=C(C1)C=1C=NC=C(C(=O)N)C1)OC 5-(5-hydroxy-2-methoxyphenyl)nicotinamide